1,3-bis(1,1-dimethylallyloxy)-2-propanol dichlorophosphate P(=O)(Cl)(Cl)OC(COC(C=C)(C)C)COC(C=C)(C)C